ClC=1C=CC(=C(C1)NC(C(=O)N[C@H](C(=O)NC=1C=C2C=C(NC2=CC1)C(=O)OC(C)(C)C)CC1=CC=C(C=C1)NC(=O)OC1=CC=CC=C1)=O)N1N=NN=C1 tert-butyl (S)-5-(2-(2-((5-chloro-2-(1H-tetrazol-1-yl) phenyl) amino)-2-oxoacetamido)-3-(4-((phenoxycarbonyl) amino) phenyl) propionamido)-1H-indole-2-carboxylate